N-(4-((hydroxyamino)methyl)phenyl)-3-morpholinoaniline ONCC1=CC=C(C=C1)NC1=CC(=CC=C1)N1CCOCC1